(6-(1-Methylpyrrolidin-2-yl)pyridin-3-yl)methanamine CN1C(CCC1)C1=CC=C(C=N1)CN